(R)-1-(3-CHLORO-2-CYANOPHENYL)PIPERIDINE-3-CARBOXYLIC ACID ClC=1C(=C(C=CC1)N1C[C@@H](CCC1)C(=O)O)C#N